C1C=C1 2-cyclopropene